1-isopropyl-3-methylene-2-pyrrolidone C(C)(C)N1C(C(CC1)=C)=O